1-[[(8S,9R)-6-[(2S)-1-hydroxypropan-2-yl]-8-methyl-5-oxo-10-oxa-1,6,14,15-tetrazabicyclo[10.3.0]pentadeca-12,14-dien-9-yl]methyl]-1-methyl-3-(3-pyridin-2-yloxyphenyl)urea OC[C@H](C)N1C(CCCN2N=NC=C2CO[C@H]([C@H](C1)C)CN(C(=O)NC1=CC(=CC=C1)OC1=NC=CC=C1)C)=O